1-[(4-{2-[(2,3-dihydro-1H-inden-2-yl)amino]pyrimidin-5-yl}-1-(2-oxo-2-{1H,4H,5H,6H,7H-[1,2,3]triazolo[4,5-c]pyridin-5-yl}ethyl)-1H-pyrazol-3-yl)methyl]piperazin-2-one C1C(CC2=CC=CC=C12)NC1=NC=C(C=N1)C=1C(=NN(C1)CC(N1CC2=C(CC1)NN=N2)=O)CN2C(CNCC2)=O